tetramercaptotetrabromocoronene SC=1C(=C2C(=C(C3=C(C(=C4C(=C(C5=CC=C6C=CC1C1=C2C3=C4C5=C16)Br)Br)Br)Br)S)S)S